[Si](C)(C)(C(C)(C)C)O[C@H]1[C@@H](O[C@@H]([C@H]1O[Si](C)(C)C(C)(C)C)CSCC1=C(SC=C1C1=CC=CC=C1)C)N1C=CC2=C1N=CN=C2N 7-((2R,3R,4R,5S)-3,4-bis((tert-Butyldimethylsilyl)oxy)-5-((((2-methyl-4-phenylthiophen-3-yl)methyl)thio)methyl)tetrahydrofuran-2-yl)-7H-pyrrolo[2,3-d]pyrimidin-4-amine